CCCCCCCCCCCCCCCCCCCCCCC(=O)N[C@@H](CO[C@H]1[C@@H]([C@H]([C@@H]([C@H](O1)CO)O)O)O)[C@@H](CCCCCCCCCCCC(C)C)O The molecule is a beta-D-glucosylceramide in which a beta-D-glucosyl residue attached to the primary hydroxyl group of N-tricosanoyl-15-methylhexadecasphinganine. It is a metabolite of the nematode Caenorhabditis elegans. It has a role as a Caenorhabditis elegans metabolite. It derives from a 15-methylhexadecasphinganine and a tricosanoic acid.